FC1=C(C=C2C=NNC2=C1)NC1=NC=NC(=C1)N(C)C N4-(6-fluoro-1H-indazol-5-yl)-N6,N6-dimethylpyrimidine-4,6-diamine